ClC=1C(=CC2=C3N(N=C2C1)CCOC3)N 8-chloro-3,4-dihydro-1H-[1,4]oxazino[4,3-b]indazol-9-amine